4-(4-hydroxy-6-oxo-3,4,5,6-tetrahydro-1H-pyrano[4,3-b]thieno[3,2-d]pyridin-8-yl)-3-methyl-1H-pyrazole-1-carboxylic acid tert-butyl ester C(C)(C)(C)OC(=O)N1N=C(C(=C1)C1=CC=2C3=C(NC(C2S1)=O)C(COC3)O)C